(azetidin-1-yl)-N-(5-(4-(5-cyanopyridin-2-yl)-4-fluoropiperidine-1-carbonyl)-2-ethyl-4-methylphenyl)nicotinamide N1(CCC1)C1=C(C(=O)NC2=C(C=C(C(=C2)C(=O)N2CCC(CC2)(F)C2=NC=C(C=C2)C#N)C)CC)C=CC=N1